NC1=CN=C(NC1=O)N1C(C(NC2=C(C1)C=CC=C2)=O)C(C)CC 4-(5-amino-6-oxo-1,6-dihydropyrimidin-2-yl)-3-(sec-butyl)-1,3,4,5-tetrahydro-2H-benzo[1,4]diazepin-2-one